4-[(1S,2R)-6-tert-butoxy-2-phenyl-tetrahydronaphthalen-1-yl]phenol C(C)(C)(C)OC=1C=C2CC[C@H]([C@H](C2=CC1)C1=CC=C(C=C1)O)C1=CC=CC=C1